FC1=C(C=C(C=C1)[C@@H](C(=O)NC=1SC(=NN1)N[C@H]1CN(CC1)C=1N=NC=CC1)OC)OC(F)(F)F (2S)-2-[4-fluoro-3-(trifluoromethoxy)phenyl]-2-methoxy-N-[5-[[(3R)-1-pyridazin-3-ylpyrrolidin-3-yl]amino]-1,3,4-thiadiazol-2-yl]acetamide